C(C)OC(=O)C=1N(C=CN1)CCCN(C)C (3-(dimethylamino)propyl)-1H-imidazole-2-carboxylic acid ethyl ester